(1R,9R,12S)-9-Methyl-12-propan-2-yl-5-propyl-8-oxatricyclo[7.3.1.02,7]trideca-2,4,6-trien-3-ol C[C@@]12OC3=CC(=CC(=C3[C@@H]([C@@H](CC1)C(C)C)C2)O)CCC